(2S,4R)-1-((S)-2-amino-3,3-dimethylbutanoyl)-N-((5-ethynyl-3-methoxypyridin-2-yl)methyl)-4-hydroxypyrrolidine-2-carboxamide N[C@H](C(=O)N1[C@@H](C[C@H](C1)O)C(=O)NCC1=NC=C(C=C1OC)C#C)C(C)(C)C